NC=1C=NN(C1)C1C(N(CCC1)C)=O (4-amino-1H-pyrazol-1-yl)-1-methylpiperidin-2-one